N,N-dimethylaniline dihydrochloride Cl.Cl.CN(C1=CC=CC=C1)C